ClC1=CC(=C(CC2C(N(C3(CC3)CO2)CC2=CC=C(C=C2)OC)=O)C(=C1)C)I 6-(4-chloro-2-iodo-6-methylbenzyl)-4-(4-methoxybenzyl)-7-oxa-4-azaspiro[2.5]octan-5-one